C(C)(CC)NC([C@@H]([C@H]([C@@H]([C@@H](COS(=O)(=O)[O-])O)O)O)O)=O.[Na+].CC1=NOC(=C1C1=CC=C(C=N1)C(C)O)C 1-(6-(3,5-dimethylisoxazol-4-yl)pyridin-3-yl)ethanol sodium (2R,3R,4S,5R)-6-(sec-butylamino)-2,3,4,5-tetrahydroxy-6-oxohexyl-sulfate